FC=1C=C(CN2CCC(CC2)C=2C=C3CN(C(C3=CC2)=O)C2C(NC(CC2)=O)=O)C=CC1F 3-(5-(1-(3,4-difluorobenzyl)piperidin-4-yl)-1-oxoisoindolin-2-yl)piperidine-2,6-dione